FC=1C=C(C=CC1F)C1=CNC=2N=CC=C(C21)NC(C)C2=NC(=CC=C2)N2CCNCC2 3-(3,4-Difluorophenyl)-N-(1-(6-(piperazin-1-yl)pyridin-2-yl)ethyl)-1H-pyrrolo[2,3-b]pyridin-4-amine